C(C)(C)(C)[Sn](OC(C)(C)C)(OC(C)(C)C)OC(C)(C)C tert-butyltri(tert-butoxy)tin